3-propyl-2-hexanol C(CC)C(C(C)O)CCC